5-(N-(2,3-dihydroxypropyl)acetamido)-N1,N3-bis((2,2-dimethyl-1,3-dioxolan-4-yl)methyl)-2,4,6-triiodoisophthalamide OC(CN(C(C)=O)C=1C(=C(C(=C(C(=O)NCC2OC(OC2)(C)C)C1I)I)C(=O)NCC1OC(OC1)(C)C)I)CO